CC1CC2=C(N=C(N=C2)C(F)(F)F)C=2N1C(=NC2)C(C)=O 1-(6-methyl-2-(trifluoromethyl)-5,6-dihydroimidazo[1',5':1,2]pyrido[3,4-d]pyrimidin-8-yl)ethan-1-one